BrC=1C=C(C=C2C(NC(=NC12)N1CCOCC1)=O)F 8-bromo-6-fluoro-2-morpholino-3H-quinazolin-4-one